F[C@H]1[C@@H]2CCC[C@H](C[C@H]1OC1=CC=C(N=N1)C1=C(C=C(C=C1)N1N=C(N=C1)C)O)N2 2-(6-(((1s,2s,3r,5r)-2-fluoro-9-azabicyclo[3.3.1]non-3-yl)oxy)pyridazin-3-yl)-5-(3-methyl-1H-1,2,4-triazol-1-yl)phenol